sodium hydrogen citraconate C(\C(\C)=C/C(=O)[O-])(=O)O.[Na+]